di(heptadecyl)-methylcarboxylic acid C(CCCCCCCCCCCCCCCC)C(C(=O)O)CCCCCCCCCCCCCCCCC